C(\C=C\CCCCCCC)O (E)-dec-2-en-1-ol